NC1(CCC1)C1=CC=C(C=C1)N1C(=NC=2C1=NC(=CC2)C=2C=C(CCNC(CCCNC1=C3C(N(C(C3=CC=C1)=O)C1C(NC(CC1)=O)=O)=O)=O)C=CC2)C=2C(=NC=CC2)N N1-(3-(3-(4-(1-aminocyclobutyl)phenyl)-2-(2-aminopyridin-3-yl)-3H-imidazo[4,5-b]pyridin-5-yl)phenethyl)-4-((2-(2,6-dioxopiperidin-3-yl)-1,3-dioxoisoindolin-4-yl)amino)butanamide